diisopropoxydiacetylacetone C(C)(C)OCC(=O)C(C(C)=O)(C(C)=O)OC(C)C